Tert-butyl (R*)-2-(4-cyclopropoxyphenyl)-1-((2-fluoro-6-(pyrimidin-4-yl)benzyl)carbamoyl)-6-methyl-3-oxo-2,5,6,8-tetrahydroimidazo[1,5-a]pyrazine-7(3H)-carboxylate C1(CC1)OC1=CC=C(C=C1)N1C(N2C(CN([C@@H](C2)C)C(=O)OC(C)(C)C)=C1C(NCC1=C(C=CC=C1C1=NC=NC=C1)F)=O)=O |o1:16|